COC(=O)C1=CN(C(C=C1O)=O)C1CC1 1-cyclopropyl-4-hydroxy-6-oxo-1,6-dihydropyridine-3-carboxylic acid methyl ester